FC1=C(C=CC(=C1)F)C1CN(CC12CCN(CC2)C([C@@H](C(C)C)NC(C2=C(C=CC(=C2)C(F)(F)F)F)=O)=O)C N-((2R)-1-(4-(2,4-difluorophenyl)-2-methyl-2,8-diazaspiro-[4.5]decan-8-yl)-3-methyl-1-oxobutan-2-yl)-2-fluoro-5-(trifluoromethyl)benzamide